N1N=NN=C1SC1=NC2=CC=CC=C2N=C1SC1=NN=NN1C1CC1 2-((Tetrazol-5-yl)thio)-3-((1-cyclopropyltetrazol-5-yl)thio)quinoxaline